(6-cyclopropyl-8-(4-ethylpiperazin-1-yl)imidazo[1,2-a]pyridin-2-yl)methanamine hydrochloride Cl.C1(CC1)C=1C=C(C=2N(C1)C=C(N2)CN)N2CCN(CC2)CC